C(C)C=1C(NC=2C=C(C=NC2C1)CN1CCN(CC1)C=1C=CC(=NC1)NC(=O)C1C(C1)(F)F)=O N-(5-(4-((7-ethyl-6-oxo-5,6-dihydro-1,5-naphthyridin-3-yl)methyl)piperazin-1-yl)pyridin-2-yl)-2,2-difluorocyclopropane-1-carboxamide